ClC1=CC=C(C=C1)C1CC(C(C(C1)=O)=CNCCN1CCN(CC1)C(=O)N(C)C)=O 4-(2-(((4-(4-chlorophenyl)-2,6-dioxocyclohexylidene)methyl)amino)ethyl)-N,N-dimethylpiperazine-1-carboxamide